N1CCC(CC1)C1=CC=2N(C=C1)C(=CN2)N2C(NC(CC2)=O)=O 1-[7-(4-piperidinyl)imidazo[1,2-a]pyridin-3-yl]hexahydropyrimidine-2,4-dione